N=C1NC(C=CC1[Fe])=N 2,6-bis(imino)pyridinyliron